5-(difluoromethoxy)-1H-benzo[d]imidazole FC(OC1=CC2=C(NC=N2)C=C1)F